N-(methyl-d3)-4-((6-methyl-5,6-dihydrobenzo[h][1,6]naphthyridin-7-yl)amino)pyridazine-3-carboxamide C(NC(=O)C=1N=NC=CC1NC1=CC=CC2=C1N(CC=1C=CC=NC21)C)([2H])([2H])[2H]